amino-2,3,4-trimethoxybenzamide NC=1C(=C(C(=C(C(=O)N)C1)OC)OC)OC